N[C@@]1([C@@H](N(CCC1)C(=O)OCCCC)CC=1C=C(C=CC1)C1=CC=CC=C1)CN butyl (CIS)-3-amino-3-(aminomethyl)-2-({[1,1'-biphenyl]-3-yl}methyl)piperidine-1-carboxylate